(2-(4-methylcyclohex-3-en-1-yl)propan-2-yl)(octadecyl)sulfane CC1=CCC(CC1)C(C)(C)SCCCCCCCCCCCCCCCCCC